(R)-N4-(1-((tert-butyldimethylsilyl)oxy)-2-methylhex-2-yl)-8-fluoropyrido[3,4-d]pyrimidine-2,4-diamine [Si](C)(C)(C(C)(C)C)OC[C@](CCCC)(C)NC=1C2=C(N=C(N1)N)C(=NC=C2)F